2,3,5,6-tetrabromohydroquinone methyl-3-((tert-butylsulfinyl)amino)-3-(3-(trifluoromethyl)phenyl)butanoate COC(CC(C)(C1=CC(=CC=C1)C(F)(F)F)NS(=O)C(C)(C)C)=O.BrC1=C(O)C(=C(C(=C1Br)O)Br)Br